vinyltris(isopropenyloxy)silane C(=C)[Si](OC(=C)C)(OC(=C)C)OC(=C)C